O=C1NCC2N1CCNC2 3-oxohexahydroimidazo[1,5-a]pyrazine